(3S,7aR,11aR)-3-isopropyl-9-[(4-phenylphenyl)methyl]-2,3,6,7,7a,8,10,11-octahydrooxazolo[2,3-j][1,6]naphthyridin-5-one C(C)(C)[C@H]1CO[C@@]23CCN(C[C@H]3CCC(N21)=O)CC2=CC=C(C=C2)C2=CC=CC=C2